N1-methylcyclopentane-1,3-diamine hydrochloride Cl.CNC1CC(CC1)N